C(C1=CC=CC=C1)C1=C(C=C(C(=C1O)C1CCCCC1)C)O 2-Benzyl-4-cyclohexyl-5-methylbenzene-1,3-diol